C(CCCCCCCCCCCCCCCCCCCCCCCCCCCCCCCCCCCCCCC)(=O)OCCCCCCCCCCCCCCCCCCC nonadecyl tetracontanoate